4-hydroxy-N-[(1r,4r)-4-cyanocyclohexyl]-3-{2-[4-(trifluoromethoxy)phenyl]-6-oxa-2,9-diazaspiro[4.5]dec-9-yl}butanamide lithium hydroxide [OH-].[Li+].OCC(CC(=O)NC1CCC(CC1)C#N)N1CCOC2(CCN(C2)C2=CC=C(C=C2)OC(F)(F)F)C1